2-(2-((3R)-3-amino-4-hydroxypiperidin-1-yl)-5-fluoro-1H-benzo[d]imidazol-1-yl)-N-methyl-N-(2,2,2-trifluoroethyl)acetamide N[C@@H]1CN(CCC1O)C1=NC2=C(N1CC(=O)N(CC(F)(F)F)C)C=CC(=C2)F